1-(4-((3-amino-6-(2-hydroxyphenyl)pyridazin-4-yl)ethynyl)phenyl)piperidine-4-carbaldehyde NC=1N=NC(=CC1C#CC1=CC=C(C=C1)N1CCC(CC1)C=O)C1=C(C=CC=C1)O